N-{[4-(furan-2-yl)phenyl]methyl}-6-methyl-1-(2-methylpropanoyl)-4-{[2-(trifluoromethyl)phenyl]methyl}piperazine-2-carboxamide O1C(=CC=C1)C1=CC=C(C=C1)CNC(=O)C1N(C(CN(C1)CC1=C(C=CC=C1)C(F)(F)F)C)C(C(C)C)=O